2-bromo-4,6-dichloro-1,3,5-triazine BrC1=NC(=NC(=N1)Cl)Cl